(S)-5-(4-(4-fluoropyrazolo[1,5-a]pyridin-2-yl)-1,4,6,7-tetrahydro-5H-imidazo[4,5-c]pyridin-5-yl)-N-(1-methylcyclopropyl)pyrazine-2-carboxamide FC=1C=2N(C=CC1)N=C(C2)[C@H]2N(CCC1=C2N=CN1)C=1N=CC(=NC1)C(=O)NC1(CC1)C